2-Fluoro-3-(((4'-(trifluoromethyl)-[1,1'-biphenyl]-4-yl)methyl)amino)benzoic acid FC1=C(C(=O)O)C=CC=C1NCC1=CC=C(C=C1)C1=CC=C(C=C1)C(F)(F)F